N-phenylcarbamic acid (nonylphenyl) ester C(CCCCCCCC)C1=C(C=CC=C1)OC(NC1=CC=CC=C1)=O